2-(3-bromo-2-chlorophenyl-carbamoyl)-1,5,6-trimethyl-4,5,6,7-tetrahydro-1H-imidazo[4,5-c]pyridine-6-carboxylic acid BrC=1C(=C(C=CC1)NC(=O)C=1N(C2=C(CN(C(C2)(C(=O)O)C)C)N1)C)Cl